3,6-di(thiophen-2-yl)-2-(3,4,5-tris((2-octyldodecyl)oxy)benzyl)-2,5-dihydropyrrolo[3,4-c]pyrrole-1,4-dione S1C(=CC=C1)C=1N(C(C2=C(NC(C21)=O)C=2SC=CC2)=O)CC2=CC(=C(C(=C2)OCC(CCCCCCCCCC)CCCCCCCC)OCC(CCCCCCCCCC)CCCCCCCC)OCC(CCCCCCCCCC)CCCCCCCC